C1(=CC(=CC(=C1)[NH3+])[NH3+])[NH3+] benzene-1,3,5-triaminium